1-(4-bromophenyl)cyclobutane BrC1=CC=C(C=C1)C1CCC1